1-(5-bromo-2-methyl-2H-1,2,3-triazol-4-yl)-N-methylmethylamine BrC=1C(=NN(N1)C)CNC